COC=1C=C(C=CC1)S(=O)(=O)NC1=NOC(=C1)C 3-methoxy-N-(5-methyl-1,2-oxazol-3-yl)benzene-1-sulfonamide